5,6-dihydro-imidazo[1,5-a]pyrimidin-7-amine N=1C=2N(C=CC1)CN(C2)N